O=C([C@H](C)NC(OCC1=CC=CC=C1)=O)NCC(C1=CC=CC=C1)=O Benzyl (S)-(1-Oxo-1-((2-oxo-2-phenylethyl)amino)propan-2-yl)carbamate